NC=1C2=C(SC1C(=O)OC)C=CC=C2 methyl 3-aminobenzo[B]thiophene-2-carboxylate